N-(6-((5-bromo-2-((2-methoxy-5-methyl-4-(4-(pyrrolidin-1-yl)piperidin-1-yl)phenyl)amino)pyrimidin-4-yl)amino)quinoxalin-5-yl)methanesulfonamide BrC=1C(=NC(=NC1)NC1=C(C=C(C(=C1)C)N1CCC(CC1)N1CCCC1)OC)NC=1C(=C2N=CC=NC2=CC1)NS(=O)(=O)C